C(#N)CCP(O)(N(C(C)C)C(C)C)O[C@H]1[C@H]([C@@H](O[C@@H]1CO)N1C=NC=2C(=O)NC(NC(CCC3=CC=CC=C3)=O)=NC12)O N2-hydrocinnamoyl-guanosine 3'-O-(2-cyanoethyl)-N,N-diisopropyl-phosphoramidite